3-[3-(2-Chloro-6-methyl-4-pyridyl)-5-[2-[2-(dimethylamino)ethyl]morpholin-4-yl]pyrazolo[1,5-a]pyrimidin-2-yl]benzonitrile ClC1=NC(=CC(=C1)C=1C(=NN2C1N=C(C=C2)N2CC(OCC2)CCN(C)C)C=2C=C(C#N)C=CC2)C